octanene C=CCCCCCC